2-((4-methyl-5-(4-methylbenzyl)thiazol-2-yl)amino)-2-oxoethyl cyclopropylsulfamate C1(CC1)NS(OCC(=O)NC=1SC(=C(N1)C)CC1=CC=C(C=C1)C)(=O)=O